5-chloro-2-(4,4-difluoroazepan-1-yl)-N-(1-(methylsulfonyl)pyrrolidin-3-yl)-4-(trifluoromethyl)benzamide ClC=1C(=CC(=C(C(=O)NC2CN(CC2)S(=O)(=O)C)C1)N1CCC(CCC1)(F)F)C(F)(F)F